COC1=CC=C(CN2C(N(CCC2=O)C2=C3C=CN(C3=CC=C2)CC(=O)OC(C)(C)C)=O)C=C1 tert-Butyl 2-(4-(3-(4-methoxybenzyl)-2,4-dioxotetrahydropyrimidin-1(2H)-yl)-1H-indol-1-yl)acetate